OC(C(=O)SCCNC(CCNC([C@@H](C(COP(OP(OC[C@@H]1[C@H]([C@H]([C@@H](O1)N1C=NC=2C(N)=NC=NC12)O)OP(=O)(O)O)(=O)O)(=O)O)(C)C)O)=O)=O)C(CO)O 2,3,4-trihydroxy-butyryl-CoA